C(N)(=N)NC(CC1=C(C(=CC=C1Cl)C=1C=NC=C(C1)OC)Cl)=O N-carbamimidoyl-2-(2,6-dichloro-3-(5-methoxypyridin-3-yl)phenyl)acetamide